BrC=1C=C2C(=NN=C(C2=CC1)C1=C(C=C(C=C1)C1CC1)O)N[C@H]1CNCCC1 (R)-2-(6-bromo-4-(piperidin-3-ylamino)phthalazin-1-yl)-5-cyclopropylphenol